N-[2-[7-fluoro-2-(hydroxymethyl)inden-5-yl]oxyethyl]methanesulfonamide FC=1C=C(C=C2C=C(CC12)CO)OCCNS(=O)(=O)C